Undecen C=CCCCCCCCCC